C1CCC2=C(C=3CCCC3C=C12)NC(=O)N=[S@@](=O)(N)C1=CC=C(C=C1)C(C)(C)NC |o1:16| (S) or (R)-N'-((1,2,3,5,6,7-hexahydro-s-indacen-4-yl)carbamoyl)-4-(2-(methylamino)propan-2-yl)benzenesulfonimidamide